7-chloro-5-methyl-4-oxo-1-[3-(pyridin-2-yl)-1,2,4-thiadiazol-5-yl]-1,4-dihydro-1,8-naphthyridine-3-carboxylic acid ClC1=CC(=C2C(C(=CN(C2=N1)C1=NC(=NS1)C1=NC=CC=C1)C(=O)O)=O)C